3-(3-Methyl-2-oxo-5-(4,4,5,5-tetramethyl-1,3,2-dioxaborolan-2-yl)-2,3-dihydro-1H-benzo[d]imidazol-1-yl)piperidine-2,6-dione CN1C(N(C2=C1C=C(C=C2)B2OC(C(O2)(C)C)(C)C)C2C(NC(CC2)=O)=O)=O